4-((((1-Hydroxycyclobutyl)methyl)amino)methyl)pyrrolo[4,3,2-de]quinolin-2(1H)-one OC1(CCC1)CNCC=1N=C2C=CC=C3C2=C(C1)C(N3)=O